6-((1R,2R,3s,5S)-3-(benzoyloxy)-8-methyl-8-azabicyclo[3.2.1]octane-2-carboxamido)-hexanoic acid C(C1=CC=CC=C1)(=O)O[C@@H]1[C@@H]([C@H]2CC[C@@H](C1)N2C)C(=O)NCCCCCC(=O)O